(2R,3R)-5-hydroxy-7-(propionyloxy)-2-(3,4,5-trihydroxyphenyl)chroman-3-yl 3,4,5-trihydroxybenzoate OC=1C=C(C(=O)O[C@H]2[C@H](OC3=CC(=CC(=C3C2)O)OC(CC)=O)C2=CC(=C(C(=C2)O)O)O)C=C(C1O)O